C(C)(=O)OC[C@H](OC)[C@@H](OC)[C@@H](OC(C)=O)[C@H](OC(C)=O)COC 1,4,5-Tri-O-acetyl-2,3,6-Tri-O-methyl-galactitol